BrC1=CSC=2C=NN(C(C21)=O)CC2C(C2)(F)F 3-Bromo-5-((2,2-difluorocyclopropyl)methyl)thieno[2,3-d]pyridazin-4(5H)-one